(R)-6-(1-acetyl-1,2,3,6-tetrahydropyridin-4-yl)-4-((1-(3-(1,1-difluoro-2-hydroxyethyl)-2-fluorophenyl)ethyl)amino)-2-methylpyrido[2,3-d]pyrimidin-7(8H)-one C(C)(=O)N1CCC(=CC1)C1=CC2=C(N=C(N=C2N[C@H](C)C2=C(C(=CC=C2)C(CO)(F)F)F)C)NC1=O